FC1=CC=C(CC2=C(C=C(C=C2)C)[N+](=O)[O-])C=C1 1-(4-Fluorobenzyl)-4-methyl-2-nitrobenzene